ClC1=C(C=C(C=C1)C1(CCN(CC1)C(=O)OCC1=CC=CC=C1)O)C benzyl 4-(4-chloro-3-methyl-phenyl)-4-hydroxy-piperidine-1-carboxylate